3-methyl-2-(pyridin-2-yl)-1H-indole-5-carbonitrile CC1=C(NC2=CC=C(C=C12)C#N)C1=NC=CC=C1